FC=1C=C(C(=O)OC2=N[Se]C3=C2C=CC=C3)C=CC1 benzo[d][1,2]selenazol-3-yl 3-fluorobenzoate